COCCOCCOC(CCCC(=O)O)=O glutaric acid mono[2-(2-methoxyethoxy)ethyl] ester